C(=O)(O)C1=C(C(=O)C2=CC(=CC=C2)C(C2=C(C(=CC=C2)C(=O)O)C(=O)O)=O)C=CC=C1C(=O)O 1,3-bis(2,3-dicarboxybenzoyl)benzene